[N+](=O)([O-])C1=NN(C=C1)C1=CC=C(C=C1)C(C)O 1-[4-(3-nitropyrazol-1-yl)phenyl]ethanol